ethyl 4-methyl-1-(tetrahydro-2H-pyran-2-yl)-1H-pyrazole-3-carboxylate CC=1C(=NN(C1)C1OCCCC1)C(=O)OCC